CN(C1=CC(=NC(=C1)C)C)C N,N,2,6-tetramethylpyridin-4-amine